N1(C=CC=2C1=CN=CC2)C=2N=CC1=CC(=CC=C1C2)OCCOCCOCCOCCOCCOC=2C=C1C(N(C(C1=CC2)=O)C2C(NC(CC2)=O)=O)=O 5-((14-((3-(1H-pyrrolo[2,3-c]pyridin-1-yl)isoquinolin-7-yl)oxy)-3,6,9,12-tetraoxatetradecyl)oxy)-2-(2,6-dioxopiperidin-3-yl)isoindoline-1,3-dione